2,2'-dichloro-4,6'-diaminobiphenyl ClC1=C(C=CC(=C1)N)C1=C(C=CC=C1N)Cl